5-(4-(4-fluorophenoxy)pyridin-3-yl)thiazol-2-carboxamid FC1=CC=C(OC2=C(C=NC=C2)C2=CN=C(S2)C(=O)N)C=C1